COC[Si](OC(C)=O)(OC(C)=O)OC(C)=O methoxymethyl-triacetoxysilane